C(C)(C)(C)OC(=O)N1[C@H]2CN(C[C@@H]1CC2)C2=NC(=NC(=C2C#N)C(=O)C2=CC=CC1=CC=CC=C21)SC (1R,5S)-3-(6-(1-naphthoyl)-5-cyano-2-(methylthio)pyrimidin-4-yl)-3,8-diazabicyclo[3.2.1]octane-8-carboxylic acid tert-butyl ester